O1[C@H](CC1)CO (2R)-oxetan-2-ylmethanol